2-(2-methylbenzylidene)benzofuran-3(2H)-one CC1=C(C=C2OC3=C(C2=O)C=CC=C3)C=CC=C1